C1(CC1)S(=O)(=O)C=1N=C2N(N1)[C@@H](C[C@@H]2F)C2=C(C(=CC=C2F)F)F (5S,7S)-2-(cyclopropylsulfonyl)-7-fluoro-5-(2,3,6-trifluorophenyl)-6,7-dihydro-5H-pyrrolo[1,2-b][1,2,4]triazole